1-(5-(4-amino-1-cyclopropyl-1H-pyrazolo[4,3-c]pyridin-3-yl)pyridin-2-yl)-3-(4-((4-methylpiperazin-1-yl)methyl)-3-(trifluoromethyl)phenyl)urea NC1=NC=CC2=C1C(=NN2C2CC2)C=2C=CC(=NC2)NC(=O)NC2=CC(=C(C=C2)CN2CCN(CC2)C)C(F)(F)F